5-{1-hydroxy-2-[(3S,4S)-3-[(4-methanesulfonylphenoxy)methyl]-4-methylpyrrolidin-1-yl]ethyl}benzene-1,3-dicarbonitrile OC(CN1C[C@H]([C@@H](C1)C)COC1=CC=C(C=C1)S(=O)(=O)C)C=1C=C(C=C(C1)C#N)C#N